9-(1-([1,4'-bipiperidin]-4-ylmethyl)piperidin-4-yl)-6-amino-7-(4-phenoxyphenyl)-7,9-dihydro-8H-purin-8-one hydrochloride Cl.N1(CCC(CC1)CN1CCC(CC1)N1C2=NC=NC(=C2N(C1=O)C1=CC=C(C=C1)OC1=CC=CC=C1)N)C1CCNCC1